C1(CCCC1)C1=C(C2=C(C=3C(=NNC3C=C2)F)CCC1)C1=CC=C(C=C1)N1CCC(CC1)CN1CCN(CC1)C=1C=C2CN(C(C2=CC1)=O)[C@@H]1C(NC(CC1)=O)=O (S)-3-(5-(4-((1-(4-(7-cyclopentyl-1-fluoro-3,8,9,10-tetrahydrocyclohepta[e]indazol-6-yl)phenyl)piperidin-4-yl)methyl)piperazin-1-yl)-1-oxoisoindolin-2-yl)piperidine-2,6-dione